racemic-4-(2-oxaspiro[3.3]heptan-5-yloxy)-N-((1R,3S)-3-([1,2,4]triazolo[4,3-a]pyridin-3-yl)cyclohexyl)-5-(trifluoromethyl)pyrimidin-2-amine C1OCC12[C@@H](CC2)OC2=NC(=NC=C2C(F)(F)F)N[C@H]2C[C@H](CCC2)C2=NN=C1N2C=CC=C1 |&1:4|